(4-(pyrimidin-5-ylmethoxy)isoindolin-2-yl)methanone N1=CN=CC(=C1)COC1=C2CN(CC2=CC=C1)C=O